1-(4-((2-methyl-1H-imidazol-1-yl)methyl)phenyl)-3-(1H-pyrazol-3-yl)urea tert-Butyl-3-((phenoxycarbonyl)amino)-1H-pyrazole-1-carboxylate C(C)(C)(C)OC(=O)N1N=C(C=C1)NC(=O)OC1=CC=CC=C1.CC=1N(C=CN1)CC1=CC=C(C=C1)NC(=O)NC1=NNC=C1